FC=1C(=C(C=CC1)B1OC(C(O1)(C)C)(C)C)C(C)C (3-fluoro-2-isopropylphenyl)-4,4,5,5-tetramethyl-1,3,2-dioxaborolan